molybdenum-nickel [Ni].[Mo]